N(=C=O)CC1C2(CCC(C1)C2)CN=C=O bis(isocyanatomethyl)-Norbornane